4-(3-methoxyphenyl)-3-((methyl(methyl-d3)amino)methyl)-1-(2-(2,4,5-trifluorophenyl)acetyl)piperidin-4-ylbenzoate COC=1C=C(C=CC1)C1(C(CN(CC1)C(CC1=C(C=C(C(=C1)F)F)F)=O)CN(C([2H])([2H])[2H])C)OC(C1=CC=CC=C1)=O